2-(Trimethylsilyl)ethyl 4-(4-(2-amino-3-hydroxyphenoxy)butyl)piperazine-1-carboxylate NC1=C(OCCCCN2CCN(CC2)C(=O)OCC[Si](C)(C)C)C=CC=C1O